(S)-tert-butyl 1-(4-(benzylthio)-3-(trifluoromethyl)phenylamino)-1-oxo-3-phenylpropan-2-ylcarbamate C(C1=CC=CC=C1)SC1=C(C=C(C=C1)NC([C@H](CC1=CC=CC=C1)NC(OC(C)(C)C)=O)=O)C(F)(F)F